C(C)N[C@H]1[C@@H](CC2=CC=CC=C12)O (1R,2R)-1-(ethylamino)-2,3-dihydro-1H-inden-2-ol